ClC/C=C/C(=O)NC1=C(C=C(C=C1F)C(=O)C1=CC=C2C(=CC=CN12)C1=C(C2=C(N(C(=N2)C)C)C=C1C(F)F)Cl)F (E)-4-chloro-N-(4-(8-(4-chloro-6-(difluoromethyl)-1,2-dimethyl-1H-benzo[d]imidazol-5-yl)indolizine-3-carbonyl)-2,6-difluorophenyl)but-2-enamide